BrC1=CN=C2N1C=CC(=C2)C(=O)O 3-bromoimidazo[1,2-a]pyridine-7-carboxylic acid